(3R)-3-[(R)-[2-(4-methyl-3-oxo-piperazin-1-yl)ethylamino]-phenyl-methyl]-1,2,3,4-tetrahydroquinoxaline-5-carbonitrile CN1C(CN(CC1)CCN[C@@H]([C@H]1CNC=2C=CC=C(C2N1)C#N)C1=CC=CC=C1)=O